C(C)[C@@]1(CC[C@@]2([C@H]3CC[C@@]4([C@H](CC[C@H]4[C@@H]3CC=C2C1)[C@@H](CCCC(C)(C)O)OC)C)C)O (3S,8S,9S,10R,13S,14S,17S)-3-ethyl-17-((R)-5-hydroxy-1-methoxy-5-methylhexyl)-10,13-dimethyl-2,3,4,7,8,9,10,11,12,13,14,15,16,17-tetradecahydro-1H-cyclopenta[a]phenanthren-3-ol